ClC=1C=CC2=C(CC(O2)(C2=CC=CC=C2)CN)C1C1=CC=CC=C1 (5-chloro-2,4-diphenyl-2,3-dihydrobenzofuran-2-yl)methylamine